4-amino-3-[6-(3-methoxyphenyl)pyridine-3-ylazo]naphthalene-1-sulfonic acid NC1=C(C=C(C2=CC=CC=C12)S(=O)(=O)O)N=NC=1C=NC(=CC1)C1=CC(=CC=C1)OC